O[C@@H](CNS(=O)(=O)C1=CC=C(C=C1)C=1N=NN(N1)CC1=CC=NC=C1)C (R)-N-(2-hydroxypropyl)-4-(2-(pyridin-4-ylmethyl)-2H-tetrazol-5-yl)benzenesulfonamide